ClC=1C=CC=2N(C1[C@@H](O)C=1N=NN(C1C)C1=CC=C(C=C1)OC)C=NC2 (R)-(6-chloro-imidazo[1,5-a]pyridin-5-yl)-[1-(4-methoxy-phenyl)-5-methyl-1H-[1,2,3]triazol-4-yl]-methanol